ClC1=C(C(=CC=C1)F)C1=NC2=C(C=3C=NC=CC13)N=C(N=C2)NC2=CC(=C(C=C2)N2CCN(CC2)C)F 6-(2-chloro-6-fluorophenyl)-N-(3-fluoro-4-(4-methylpiperazin-1-yl)phenyl)pyrimido[5,4-c][2,6]naphthyridin-2-amine